N-[2-(3,3-difluoropyrrolidin-1-yl)-4-(2-fluorophenyl)-3-pyridyl]-6-(1-hydroxyethyl)pyridine-3-carboxamide FC1(CN(CC1)C1=NC=CC(=C1NC(=O)C=1C=NC(=CC1)C(C)O)C1=C(C=CC=C1)F)F